C(C)NC(CCS(=O)(=O)O)C 3-Ethylaminobutane-1-sulfonic acid